ClC1=NC=C(C(=N1)OC1=NC=2C=CC3=C(C2N=C1)C1=C(S3)C(N[C@@H](CN1)C)=O)CS(=O)(=O)C (R)-3-((2-chloro-5-((methylsulfonyl)methyl)pyrimidin-4-yl)oxy)-10-methyl-9,10,11,12-tetrahydro-8H-[1,4]diazepino[5',6':4,5]thieno[3,2-f]quinoxalin-8-one